N1=NSC2=C1CCS2 5H,6H-thieno[3,2-d][1,2,3]thiadiazole